S1C=NC2=C1C(=CC=C2)C=2C=C1CN(CC1=CC2)C(=O)NC=2N=C(SC2)C#C 5-(benzo[d]thiazol-7-yl)-N-(2-ethynylthiazol-4-yl)isoindoline-2-carboxamide